FC=1C=C(C=CC1)CC(=O)NC=1C=C2C(C(NC2=CC1)=O)=C(NC1=CC=C(C=C1)CN1CCCCC1)C1=CC=CC=C1 2-(3-fluoro-phenyl)-N-{2-oxo-3-[phenyl-(4-piperidin-1-ylmethyl-phenylamino)-methylene]-2,3-dihydro-1H-indol-5-yl}-acetamide